benzyl (S)-3-((S)-1-(dimethylamino)-2-hydroxypropan-2-yl)piperidine-1-carboxylate CN(C[C@@](C)(O)[C@@H]1CN(CCC1)C(=O)OCC1=CC=CC=C1)C